1,2,3,4,7,8-hexachlorodibenzo-p-dioxin C1=C2C(=CC(=C1Cl)Cl)OC3=C(O2)C(=C(C(=C3Cl)Cl)Cl)Cl